OP(O)(=O)OP(=O)(O)O.OCC1=NC=2C(NC(=NC2NC1)N)=O 6-hydroxymethyl-dihydropterin diphosphate